OC=1C=C2C(=C(NC2=CC1[N+](=O)[O-])C(=O)N1CCC(CC1)C=1C=C2CN(C(C2=CC1)=O)C1C(NC(CC1)=O)=O)C 3-(5-(1-(5-Hydroxy-3-methyl-6-nitro-1H-indole-2-carbonyl)piperidin-4-yl)-1-oxoisoindolin-2-yl)piperidine-2,6-dione